N1C(=NC=C1)CN1CCC2(C(CN(C2)CCC2=CC=CC=C2)C(=O)OC)CC1 Methyl 8-((1H-imidazol-2-yl)methyl)-2-phenethyl-2,8-diazaspiro[4.5]decane-4-carboxylate